1-(4-hydroxypiperidin-1-yl)prop-2-yn-1-one OC1CCN(CC1)C(C#C)=O